1,6-bis(methacrylethyl-oxycarbonylamino)-2,4,4-trimethylhexane C(=O)(C(=C)C)CCOC(=O)NCC(CC(CCNC(=O)OCCC(=O)C(=C)C)(C)C)C